[Sn].[Ta].[Nb].[Be].[Li] lithium beryllium niobium tantalum tin